FC1(CCN(CC1)C=1C=C(C=CC1)N1N=NC(=C1)C1=C(C=C(C=C1)NS(=O)(=O)C)N1CCC2(CC2)CC1)F N-(4-(1-(3-(4,4-difluoropiperidin-1-yl)phenyl)-1H-1,2,3-triazol-4-yl)-3-(6-azaspiro[2.5]octan-6-yl)phenyl)methanesulfonamide